C(CCC=C)(=O)N(CC(=O)O)CCCCC N-(pent-4-enoyl)-N-pentylglycine